(E)-6-(3-chlorophenyl)imidazo[2,1-b]thiazole-5-carbaldehyde O-(3,4-dichlorobenzyl) oxime ClC=1C=C(CO\N=C\C2=C(N=C3SC=CN32)C3=CC(=CC=C3)Cl)C=CC1Cl